2-amino-1-(7-(2,3-dichloro-6-methoxyphenyl)imidazo[1,2-a]pyridin-2-yl)ethan-1-one NCC(=O)C=1N=C2N(C=CC(=C2)C2=C(C(=CC=C2OC)Cl)Cl)C1